C(=O)O.ClC1=NC(=CC(=C1)C=1C(=NN2C1N=C(C=C2)O[C@H]2CNCC2)C=2C=C(C#N)C=CC2)C 3-[3-(2-chloro-6-methyl-4-pyridinyl)-5-[(3R)-pyrrolidin-3-yl]oxy-pyrazolo[1,5-a]pyrimidin-2-yl]benzonitrile formate